[O-]S(=O)(=O)C(F)(F)F.C(CC)[NH+]1C(=CC=C1)CC 1-propyl-2-ethylpyrrolium triflate